ClC=1C=C(C=C(C1)C#N)C(C)(C)C1=CC=C(OCC2=NC(=NC=C2)N2CC3C(C2)CN(C3)CC3CCN(CC3)C(=O)OC(C)(C)C)C=C1 tert-butyl 4-((5-(4-((4-(2-(3-chloro-5-cyanophenyl)propan-2-yl)phenoxy)methyl)pyrimidin-2-yl)hexahydropyrrolo[3,4-c]pyrrol-2(1H)-yl)methyl)piperidine-1-carboxylate